methyl 2-(5-(5-chloro-2-((oxan-4-yl)amino)pyrimidin-4-yl)-3-oxo-2-(2-oxo-2-(1,2,4,5-tetrahydro-3H-benzo[d]azepin-3-yl)ethyl)isoindolin-1-yl)acetate ClC=1C(=NC(=NC1)NC1CCOCC1)C=1C=C2C(N(C(C2=CC1)CC(=O)OC)CC(N1CCC2=C(CC1)C=CC=C2)=O)=O